1-[2-(5-bromo-2-pyridinyl)-5-nitro-pyrazol-3-yl]-N-methyl-ethylamine BrC=1C=CC(=NC1)N1N=C(C=C1C(C)NC)[N+](=O)[O-]